CC=1OC2=C(C1C(=O)O)C=C(C=C2)OCC=2C=NN(C2)C 2-methyl-5-((1-methyl-1H-pyrazol-4-yl)methoxy)benzofuran-3-carboxylic acid